ethyl (Z)-3-((3,3-dibutyl-7-(methylthio)-1,1-dioxido-5-phenyl-2,3,4,5-tetrahydro-1,2,5-benzothiadiazepin-8-yl)oxy)-2-fluoroacrylate C(CCC)C1(NS(C2=C(N(C1)C1=CC=CC=C1)C=C(C(=C2)O\C=C(\C(=O)OCC)/F)SC)(=O)=O)CCCC